5-[[6-(4-Fluorophenyl)pyrazolo[4,3-b]pyridin-1-yl]methyl]-3-methyl-1,2,4-oxadiazole FC1=CC=C(C=C1)C=1C=C2C(=NC1)C=NN2CC2=NC(=NO2)C